C(#N)CC1(C(CN(CC1)CC1=CC=C(C=C1)C(=C)C)F)N1N=C(C(=C1)C(=O)N)NC(=O)C1CC1 1-[4-(cyanomethyl)-3-fluoro-1-[(4-isopropenylphenyl)methyl]-4-piperidyl]-3-(cyclopropanecarbonylamino)pyrazole-4-carboxamide